FC1=CC(=C2C=C(N(C2=C1F)CCNC1=NC=NC(=C1)C1=CC=C(C=C1)C1=CC=NO1)C)OC [2-(6,7-Difluoro-4-methoxy-2-methyl-indol-1-yl)-ethyl]-[6-(4-isoxazol-5-yl-phenyl)-pyrimidin-4-yl]-amine